ClC1=CC=C(C=C1)CCNC(=O)C1=CC=2N(C(=C1)C1=CC=C(C=C1)C#N)N=CN2 N-[2-(4-chlorophenyl)ethyl]-5-(4-cyanophenyl)-[1,2,4]triazolo[1,5-a]pyridine-7-carboxamide